diazacyclohexadecin N1=NC=CC=CC=CC=CC=CC=CC=C1